N,N-dimethyl-1,5-diamino-2-methylpentane CN(CC(CCCN)C)C